1,1,1,3,3,3-hexafluoropropan-2-yl (±)-1-(pyridin-2-ylcarbamoyl)-6-azaspiro[2.5]octane-6-carboxylate N1=C(C=CC=C1)NC(=O)[C@@H]1CC12CCN(CC2)C(=O)OC(C(F)(F)F)C(F)(F)F |r|